6-bromo-3-(trifluoromethyl)dibenzo[b,d]furan BrC1=CC=CC=2C3=C(OC21)C=C(C=C3)C(F)(F)F